2,4-dioxo-1,4-dihydro-2H-benzo[d][1,3]Oxazine-7-carboxylic acid O=C1OC(C2=C(N1)C=C(C=C2)C(=O)O)=O